benzyldimethylphenylammonium tetrakis(pentafluorophenyl)borate FC1=C(C(=C(C(=C1[B-](C1=C(C(=C(C(=C1F)F)F)F)F)(C1=C(C(=C(C(=C1F)F)F)F)F)C1=C(C(=C(C(=C1F)F)F)F)F)F)F)F)F.C(C1=CC=CC=C1)[N+](C1=CC=CC=C1)(C)C